CC=1C=C(C=CC1NC=1N=CC2=C(N1)N(C(C=C2)=O)C2CCCC21CC1)S(=O)(=O)C1CC2(C1)CCN(CC2)C(=O)OC(C)(C)C tert-butyl 2-[3-methyl-4-[(7-oxo-8-spiro[2.4]heptan-7-yl-pyrido[2,3-d]pyrimidin-2-yl) amino]phenyl]sulfonyl-7-azaspiro[3.5]nonane-7-carboxylate